C(CC)(=O)CC1=CC=C(C=C1)S(=O)(=O)N propionyl-p-toluenesulfonamide